(R)-N-(4-(3-((5-cyanopyridin-2-yl)amino)pyrrolidine-1-carbonyl)phenyl)acrylamide C(#N)C=1C=CC(=NC1)N[C@H]1CN(CC1)C(=O)C1=CC=C(C=C1)NC(C=C)=O